2-(4-{2-[(2,3-dihydro-1H-inden-2-yl)amino]pyrimidin-5-yl}-3-[2-(morpholin-4-yl)ethyl]-1H-pyrazol-1-yl)-1-{1H,4H,5H,6H,7H-[1,2,3]triazolo[4,5-c]pyridin-5-yl}ethan-1-one C1C(CC2=CC=CC=C12)NC1=NC=C(C=N1)C=1C(=NN(C1)CC(=O)N1CC2=C(CC1)NN=N2)CCN2CCOCC2